trans-4-hydroxy-N-(3-(1-isobutyl-1H-pyrazol-4-yl)phenyl)-N-((trans-4-(4-methoxy-3-methylphenyl)cyclohexyl)methyl)cyclohexanecarboxamide (E)-Methyl-10-(benzyloxy)-2-methyldec-2-enoate COC(\C(=C\CCCCCCCOCC1=CC=CC=C1)\C)=O.O[C@@H]1CC[C@H](CC1)C(=O)N(C[C@@H]1CC[C@H](CC1)C1=CC(=C(C=C1)OC)C)C1=CC(=CC=C1)C=1C=NN(C1)CC(C)C